8-SULFONYL-BENZAZEPIN S(=O)(=O)=C1C=C2C(=CC=CC=N2)C=C1